3-(2-fluoro-4-methylphenoxy)-6-(7-methyl-[1,2,4]triazolo[4,3-b]pyridazin-6-yl)-5,6,7,8-tetrahydro-1,6-naphthyridine FC1=C(OC=2C=NC=3CCN(CC3C2)C=2C(=CC=3N(N2)C=NN3)C)C=CC(=C1)C